5-chloro-1'-[2-(4-{2,6-diazaspiro[3.3]heptane-2-carbonyl}-3-fluorophenoxy)ethyl]-1,2-dihydrospiro[indole-3,4'-piperidin]-2-one ClC=1C=C2C(=CC1)NC(C21CCN(CC1)CCOC1=CC(=C(C=C1)C(=O)N1CC2(C1)CNC2)F)=O